(3R)-1-[3-({9-chloro-7-methoxy-1H,2H,3H-cyclopenta[b]quinolin-6-yl}oxy)propyl]-3-methoxypyrrolidine ClC1=C2C(=NC=3C=C(C(=CC13)OC)OCCCN1C[C@@H](CC1)OC)CCC2